FC1=CC(=CC=2N(C(=NC21)C)C(C)C)C=2C=CN1N=C(N=CC12)NCCOC(C)C 5-(4-fluoro-1-isopropyl-2-methyl-1H-benzo[d]imidazol-6-yl)-N-(2-isopropoxyethyl)pyrrolo[2,1-f][1,2,4]triazin-2-amine